phenyl-4,6-diaminotriazine C1(=CC=CC=C1)C=1C(=NN=NC1N)N